(S)-7-bromo-4-(trifluoromethyl)-3,4-dihydronaphthalen-1(2H)-one BrC1=CC=C2[C@H](CCC(C2=C1)=O)C(F)(F)F